ClC1=CC(=C(COC2=NN(C=C2)C2CCN(CC2)CC2=NC3=C(N2CC2=CN=CN2C(C)C)C=C(C=C3)C(=O)O)C=C1)F 2-((4-(3-((4-chloro-2-fluorobenzyl)oxy)-1H-pyrazol-1-yl)piperidin-1-yl)methyl)-1-((1-isopropyl-1H-imidazol-5-yl)methyl)-1H-benzo[d]imidazole-6-carboxylic acid